C1(CCCCC1)[C@@H]1N(CC2=C(NC1=O)C=CC=C2)C(CCO)=O (S)-3-cyclohexyl-4-(3-hydroxypropanoyl)-1,3,4,5-tetrahydro-2H-benzo[e][1,4]diazepin-2-one